C1(CC1)S(=NC(=O)C=1C(=NC2=CC=CC=C2C1)COC1=CC=C(C=C1)C1=NN(C=C1C1=CC=NC=C1)C)(=O)C N-(Cyclopropyl-methyl-oxo-λ6-sulfanylidene)-2-[[4-[1-methyl-4-(4-pyridyl)pyrazol-3-yl]phenoxy]methyl]quinoline-3-carboxamide